tert-butyl 2,6-Diazaspiro[3.3]heptane-2-carboxylate C1N(CC12CNC2)C(=O)OC(C)(C)C